C(C=C)(=O)NC1=C(C=CC(=C1C(=O)NCC=1C(NC(=C2CCCCC12)C)=O)C)C1=CC=C(C=C1)N1CCN(CC1)C Acrylamido-4-methyl-N-((1-methyl-3-oxo-2,3,5,6,7,8-hexahydroisoquinolin-4-yl)methyl)-4'-(4-methylpiperazin-1-yl)-[1,1'-biphenyl]-3-carboxamide